6-(4-Fluorophenyl)-8-methoxy-N-(2-(6-methylpyridin-3-yl)ethyl)quinazolin-4-amine FC1=CC=C(C=C1)C=1C=C2C(=NC=NC2=C(C1)OC)NCCC=1C=NC(=CC1)C